2-(dimethylamino)-1-(3-(4-(4-isopropyl-5-(8-methoxy-[1,2,4]triazolo[1,5-a]pyridin-6-yl)-1H-pyrazol-3-yl)phenyl)azetidin-1-yl)ethan-1-one CN(CC(=O)N1CC(C1)C1=CC=C(C=C1)C1=NNC(=C1C(C)C)C=1C=C(C=2N(C1)N=CN2)OC)C